F.FC(F)(F)NC1=CC=CC=C1 trifluoromethyl-aniline hydrofluoride